CC(C)(C)[S@](=O)N[C@H]1C=2C(NCC1)=C(NN2)C(=O)OCC ethyl (7R)-7-{[(S)-2-methylpropane-2-sulfinyl]amino}-4,5,6,7-tetrahydro-2H-pyrazolo[4,3-b]pyridine-3-carboxylate